(S)-6-([1,1'-biphenyl]-4-carboxamido)-N-hydroxychromane-2-carboxamide C1(=CC=C(C=C1)C(=O)NC=1C=C2CC[C@H](OC2=CC1)C(=O)NO)C1=CC=CC=C1